2-((3-((6-((4-cyano-2-fluorobenzyl)oxy)pyridin-2-yl)methyl)pyrrolidin-1-yl)methyl)-1-(((S)-oxetan-2-yl)methyl)-1H-benzo[d]imidazole-6-carboxylic acid C(#N)C1=CC(=C(COC2=CC=CC(=N2)CC2CN(CC2)CC2=NC3=C(N2C[C@H]2OCC2)C=C(C=C3)C(=O)O)C=C1)F